CS(=O)(=O)CC1OCCC1 ((methylsulfonyl)methyl)tetrahydrofuran